BrC(F)(F)N(\C=C/C1=C(OC2CC3(CN(C3)C(=O)OC(C)(C)C)C2)C=CC(=C1C=O)Cl)C tert-butyl 6-[2-[(Z)-2-[[bromo(difluoro)methyl]-methyl-amino]vinyl]-4-chloro-3-formyl-phenoxy]-2-azaspiro[3.3]heptane-2-carboxylate